C1(=CC=CC=C1)CCC[Si](OCC)(OCC)C gamma-phenylpropyl-methyl-diethoxysilane